2-((2-(3-((2-ethylhexyl)oxy)-5-pentadecylphenoxy)ethyl)amino)ethan-1-ol C(C)C(COC=1C=C(OCCNCCO)C=C(C1)CCCCCCCCCCCCCCC)CCCC